BrC1=CC=C(C=2S(C=CC21)(=O)=O)C 4-bromo-7-methylbenzo[b]thiophene 1,1-dioxide